FC=1C=C(C=CC1CN1C(=NC=C1)C(C)C)C1=C(SC(=C1)CC(C)C)S(=O)(=O)NC(OCC)=O Ethyl (3-(3-fluoro-4-((2-isopropyl-1H-imidazol-1-yl) methyl) phenyl)-5-isobutylthiophene-2-yl)Sulfonylcarbamate